N1N=NN=C1CC1CCC(CC1)CN [4-(1H-tetrazol-5-ylmethyl)cyclohexyl]methanamine